ClC=1C=CC(=C(C1)C1=NC=NC(=C1)OC)N1N=NC(=C1)[Si](C)(C)C 4-{5-chloro-2-[4-(trimethylsilyl)-1H-1,2,3-triazol-1-yl]-Phenyl}-6-methoxy-pyrimidine